9-(1-(2,6-dioxopiperidin-3-yl)-3-methyl-2-oxo-2,3-dihydro-1H-benzo[d]imidazole-5-yl)-3,9-diazaspiro[5.5]undecan-3-carboxylate O=C1NC(CCC1N1C(N(C2=C1C=CC(=C2)N2CCC1(CCN(CC1)C(=O)[O-])CC2)C)=O)=O